N1=CC(=CC=C1)C1=NC=CC(=N1)N 2-(3-pyridyl)-4-pyrimidamine